methyl-9-(tetrahydro-2H-pyran-4-yl)-7,9-dihydro-8H-purin-8-one CC1=NC=C2NC(N(C2=N1)C1CCOCC1)=O